(1S)-N-(7-chloro-6-(1-((3S,4S)-4-fluoro-3-methyltetrahydrofuran-3-yl)piperidin-4-yl)isoquinolin-3-yl)-6-oxaspiro[2.5]octane-1-carboxamide ClC1=C(C=C2C=C(N=CC2=C1)NC(=O)[C@H]1CC12CCOCC2)C2CCN(CC2)[C@]2(COC[C@H]2F)C